(R)-(4-fluorophenyl)(8-methyl-3-(3-methyl-1,2,4-thiadiazol-5-yl)-5,6-dihydro-[1,2,4]triazolo[4,3-a]pyrazin-7(8H)-yl)thiomethanone FC1=CC=C(C=C1)C(=O)SN1[C@@H](C=2N(CC1)C(=NN2)C2=NC(=NS2)C)C